C1([C@H](O)[C@H](O)[C@@H](O)[C@@H](O1)C)C([C@H]([C@H]([C@@H]([C@H](C=O)O)O)O)O)O 6-L-rhamnosyl-D-glucose